CN(S(=O)(=O)N1CC(CCC1=O)C1=NN(C(=C1C)OCC1=CC=C(C=C1)F)C(=O)C=1C=C(C(=O)O)C=CC1)C 3-{3-[1-(dimethylsulfamoyl)-6-oxopiperidin-3-yl]-5-[(4-fluorophenyl)methoxy]-4-methyl-1H-pyrazole-1-carbonyl}benzoic acid